4-bromo-2-(2,6-dimethylphenyl)furo[3,2-c]pyridine BrC1=NC=CC2=C1C=C(O2)C2=C(C=CC=C2C)C